barium cyclohexanedicarboxylate salt C1(CCCCC1)(C(=O)[O-])C(=O)[O-].[Ba+2]